C(#N)C=1C=C(C=C(C(=O)OCC(C)C)C#N)C=CC1 isobutyl 3-cyano-α-cyanocinnamate